[N+](=O)([O-])COC[N+](=O)[O-] nitromethyloxide